3-bromo-5-((4-hydroxy-1-(4-hydroxyphenyl)-3-oxobutan-2-ylimino)methyl)phenyl nicotinate C(C1=CN=CC=C1)(=O)OC1=CC(=CC(=C1)C=NC(CC1=CC=C(C=C1)O)C(CO)=O)Br